5-[3-(6-chloropyrimidin-4-yl)-1-trityl-pyrazolo[3,4-c]pyridin-5-yl]spiro[2.3]hexane-5-carbonitrile ClC1=CC(=NC=N1)C1=NN(C2=CN=C(C=C21)C2(CC1(CC1)C2)C#N)C(C2=CC=CC=C2)(C2=CC=CC=C2)C2=CC=CC=C2